(R)-(4-fluoro-1-methyl-6,7-dihydro-5H-cyclopenta[c]pyridin-6-yl)methanol FC=1C2=C(C(=NC1)C)C[C@H](C2)CO